[N-]=C=O.BrCC1=CC=CC=C1 bromotoluene isocyanate